C1=C(C=CC2=CC=CC=C12)C1=NC(=NC(=C1)C1=CC=CC=C1)C1=C(C=CC=C1)C1=CC=C2C=3C=CC(=CC3C3(C2=C1)CCCCC3)C#N 7'-(2-(4-(naphthalen-2-yl)-6-phenylpyrimidin-2-yl)phenyl)spiro[cyclohexane-1,9'-fluorene]-2'-carbonitrile